(R)-2-fluoro-4-(5-methyl-1,3,4-thiadiazol-2-yl)-N-(8-methyl-6-(2-methylthiazol-5-yl)isoquinolin-1-yl)-N-(piperidin-3-yl)benzamide FC1=C(C(=O)N([C@H]2CNCCC2)C2=NC=CC3=CC(=CC(=C23)C)C2=CN=C(S2)C)C=CC(=C1)C=1SC(=NN1)C